3-(5-{[(4-Carbamimidoylphenyl)methyl](methyl)amino}-4-methyl-1-(thiophen-3-carbonyl)-1H-pyrazol-3-yl)-N,N,4-trimethyl-2-oxopyrrolidin-1-carboxamid C(N)(=N)C1=CC=C(C=C1)CN(C1=C(C(=NN1C(=O)C1=CSC=C1)C1C(N(CC1C)C(=O)N(C)C)=O)C)C